C(C)N1C(NC(=CC1=O)N[C@@H](CC)C1=CC=CC=C1)=O (S)-3-ethyl-6-((1-phenylpropyl)amino)pyrimidine-2,4(1h,3h)-dione